2-(α-n-pentanonyl)benzoic acid C(CCCC)(=O)C1=C(C(=O)O)C=CC=C1